(E)-ethyl 3-(3-(2,6-dibromo-4-fluorophenyl)-2-ethyl-7-fluoro-4-oxo-3,4-dihydroquinazolin-6-yl)acrylate BrC1=C(C(=CC(=C1)F)Br)N1C(=NC2=CC(=C(C=C2C1=O)/C=C/C(=O)OCC)F)CC